C1(CC1)N1C(=NC2=NC=C(C=C21)C=2C=CN1N=CN=C(C12)OC1CC(C1)(O)C)C 3-(5-(1-cyclopropyl-2-methyl-1H-imidazo[4,5-b]pyridin-6-yl)pyrrolo[2,1-f][1,2,4]triazin-4-yloxy)-1-methylcyclobutan-1-ol